FC1=CC=C(OC[C@@H]2[C@H](CCC2)NC(=O)C2=NC(=CC=C2N2N=CC=N2)COC)C=C1 N-[(1S,2S)-2-[(4-fluorophenoxy)methyl]cyclopentyl]-6-(methoxymethyl)-3-(triazol-2-yl)pyridine-2-carboxamide